S=C[C@H](O)[C@@H](O)[C@@H](O)[C@H](O)CO 1-thio-D-galactose